(2-((2-((4-(1-aminopropan-2-yl)-2-methoxyphenyl)amino)-5-chloropyrimidin-4-yl)amino)phenyl)dimethylphosphine oxide NCC(C)C1=CC(=C(C=C1)NC1=NC=C(C(=N1)NC1=C(C=CC=C1)P(C)(C)=O)Cl)OC